CC1CNCCN1C(C1=CC=C(C=C1)C)=O 3-methyl-4-(4-methylbenzoyl)piperazine